(S)-8-(tert-butylamino)-2-(piperidin-3-ylamino)pyrido[3,4-d]pyrimidine-6-carbonitrile C(C)(C)(C)NC1=NC(=CC2=C1N=C(N=C2)N[C@@H]2CNCCC2)C#N